ClC=1C(N(C(=CC1[C@@H]1[C@H](C1)C1=CC=C(C=C1)F)C)C1=C(C(=NC=C1C)C=1C(=C(C(=O)O)C=CC1)F)F)=O 3-(3-chloro-3'-fluoro-4-((1S,2S)-2-(4-fluorophenyl)cyclopropyl)-5',6-dimethyl-2-oxo-2H-[1,4'-bipyridin]-2'-yl)-2-fluorobenzoic acid